tert-butyl 4-(1-hydroxy-4-methoxy-4-oxobut-2-yn-1-yl)-5-methoxy-7-methyl-1H-indole-1-carboxylate OC(C#CC(=O)OC)C1=C2C=CN(C2=C(C=C1OC)C)C(=O)OC(C)(C)C